O=C(CCOCCOCCOC)NCCOCCOCCOCCN(CCOCCOCCOCCC(=O)O)CCOCCOCCOCCC(=O)O 13-(11-oxo-2,5,8,15,18,21-hexaoxa-12-azatricosan-23-yl)-4,7,10,16,19,22-hexaoxa-13-azapentacosane-1,25-dioic acid